7-fluoro-1,2,3,4-tetra-hydrocyclopenta[b]indole-5-carboxamide FC=1C=C2C3=C(NC2=C(C1)C(=O)N)CCC3